N-(5-chloro-4-(2,3-dihydro-4H-benzo[b][1,4]oxazin-4-yl)pyrimidin-2-yl)-6-methoxy-2-methyl-1,2,3,4-tetrahydroisoquinolin-7-amine ClC=1C(=NC(=NC1)NC1=C(C=C2CCN(CC2=C1)C)OC)N1C2=C(OCC1)C=CC=C2